[Cl-].[Cl-].C[SiH](C)[Zr+2](C1C(=CC2=CC=CC=C12)CC(C)C)C1C(=CC2=CC=CC=C12)CC(C)C dimethylsilyl-bis(isobutylindenyl)zirconium dichloride